ethyl (1R,4R)-4-((5-amino-6-(bis(4-methoxybenzyl)amino)pyrimidin-4-yl)amino)cyclohexane-1-carboxylate NC=1C(=NC=NC1N(CC1=CC=C(C=C1)OC)CC1=CC=C(C=C1)OC)NC1CCC(CC1)C(=O)OCC